benzyl ((S)-1-((2-(1-(4-((6-amino-2-butoxy-8-oxo-7,8-dihydro-9H-purin-9-yl)methyl)benzyl)piperidin-4-yl)ethyl)amino)-6-(2-(aminooxy)acetamido)-1-oxohexan-2-yl)carbamate NC1=C2NC(N(C2=NC(=N1)OCCCC)CC1=CC=C(CN2CCC(CC2)CCNC([C@H](CCCCNC(CON)=O)NC(OCC2=CC=CC=C2)=O)=O)C=C1)=O